NC(CNC1=NC(=C2C(=N1)N(N=C2)C)NC(C)(C)C)C=2C=NC=CC2 N6-[2-amino-2-(3-pyridyl)ethyl]-N4-tert-butyl-1-methyl-pyrazolo[3,4-d]pyrimidine-4,6-diamine